P(=S)(O[Si](C)(C)C)(O[Si](C)(C)C)[O-].[Li+] lithium bis(trimethylsilyl) monothiophosphate